C(CCCCCCC\C=C/CCCCCCCC)(=O)OC1C(CCCCCCOC(CCCCCCC\C=C/CCCCCCCC)=O)O1 epoxy-1,8-octanediol dioleate